CCC=CCC=CCC=CCCCCCCCCCCCCCCCCC 3,6,9-Heptacosatriene